C[C@](N)(CCCNC(N)=N)C(=O)O α-Methyl-L-arginin